C(C)N(CC(=O)O)C1=CC=CC=C1 2-[ethyl-(phenyl)amino]acetic acid